[Zn+2].CNC1=CC=C(C(=O)N[C@@H](CCC(=O)[O-])C(=O)[O-])C=C1 L-p-methylaminobenzoyl-glutamic acid zinc salt